3-methoxy-3-methyl-1-(5-(2-methyl-2H-pyrazolo[3,4-b]pyridin-5-yl)[1,3]thiazolo[5,4-b]pyridin-2-yl)cyclobutanol COC1(CC(C1)(O)C=1SC2=NC(=CC=C2N1)C1=CC=2C(N=C1)=NN(C2)C)C